O1C=COC(=C1)O [1,4]Dioxin-5-ol